NC1=C(C=C(C=N1)C1=NN2C(=C1)[C@@]1(CN(CC1)C(=O)NC1(CCC1)C1=C(C=CC=C1)Cl)OCC2)OC(F)F |r| (rac)-2-[6-amino-5-(difluoromethoxy)pyridin-3-yl]-N-[1-(2-chlorophenyl)cyclobutyl]-6,7-dihydrospiro[pyrazolo[5,1-c][1,4]oxazine-4,3'-pyrrolidine]-1'-carboxamide